(R)-(m-fluorophenyl){4-(methoxymethyl)-7-azabicyclo[2.2.1]hept-1-yl}methanol FC=1C=C(C=CC1)[C@@H](O)C12CCC(CC1)(N2)COC